octyl-phenyl-oxo-valeric acid C(CCCCCCC)C(C(C(=O)O)=O)(CC)C1=CC=CC=C1